2-(8-bromo-1-oxo-2-isoquinolyl)-N-[3-(trifluoromethyl)phenyl]acetamide BrC=1C=CC=C2C=CN(C(C12)=O)CC(=O)NC1=CC(=CC=C1)C(F)(F)F